(1R,2S,3S,6R,7S)-N-[cyano(1-methylpyrazol-4-yl)methyl]-4-[(2S)-3,3-dimethyl-2-(2,2,2-trifluoroacetamido)butanoyl]-4-azatricyclo[5.2.1.0^{2,6}]dec-8-ene-3-carboxamide C(#N)C(NC(=O)[C@@H]1[C@H]2[C@H]3C=C[C@@H]([C@H]2CN1C([C@H](C(C)(C)C)NC(C(F)(F)F)=O)=O)C3)C=3C=NN(C3)C